1-(4-bromopyridin-2-yl)ethanone BrC1=CC(=NC=C1)C(C)=O